N[C@@H]1CCCC12CCN(CC2)C2=NC=C(C=1N2C=NN1)SC1=CC=C(C=C1)NC(C)=O (R)-N-(4-((5-(1-amino-8-azaspiro[4.5]decan-8-yl)-[1,2,4]triazolo[4,3-c]pyrimidin-8-yl)thio)phenyl)acetamide